C[C@H]1[C@H]2[C@H](C[C@H]3[C@@H]4CC(C5CCCC[C@]5(C)[C@H]4CC[C@]23C)=O)O[C@]12CCC(C)CO2 Spirostan-6-one